3-fluoro-4-(trifluoromethyl)pyridin-2(1H)-one FC=1C(NC=CC1C(F)(F)F)=O